C1(=CC=CC=C1)C([C@H](N)C(=O)O)C1=CC=CC=C1 3,3-diphenylalanine